2-bromo-6-(bromomethyl)-4-fluorobenzoic acid methyl ester COC(C1=C(C=C(C=C1CBr)F)Br)=O